N-[2-(6-bromo-1-oxo-2,3-dihydro-1H-isoindol-2-yl)ethyl]-3-(5-methyl-1,2,4-oxadiazol-3-yl)benzamide BrC1=CC=C2CN(C(C2=C1)=O)CCNC(C1=CC(=CC=C1)C1=NOC(=N1)C)=O